3-((4-(5-chloro-3-methyl-2-((((S)-morpholin-2-yl)methyl)amino)phenyl)pyrrolo[2,1-f][1,2,4]triazin-6-yl)methyl)-6,6-dimethyl-3-azabicyclo[3.1.0]hexane-2,4-dione dihydrochloride Cl.Cl.ClC=1C=C(C(=C(C1)C1=NC=NN2C1=CC(=C2)CN2C(C1C(C1C2=O)(C)C)=O)NC[C@@H]2CNCCO2)C